ClC=1C(=CC(=C(C1)NC(C1=CC=C(C=C1)[N+](=O)[O-])=O)C)C(C#N)C1=CC=C(C=C1)Cl N-(5-chloro-4-((4-chlorophenyl)(cyano)methyl)-2-methylphenyl)-4-nitrobenzamide